COC(=O)C=1N=NN2C1C=C(C=C2)C(=C)C(F)(F)F.BrC2=CC(=C(C=C2)OCOC)OCOC 4-bromo-1,2-bis(methoxymethoxy)benzene methyl-5-[1-(trifluoromethyl)vinyl]triazolo[1,5-a]pyridine-3-carboxylate